Cyclobutyl-glycerol C1(CCC1)C(O)C(O)CO